2-fluoro-5-((6-fluoro-4-(4-hydroxybutyl)-1H-indol-5-yl)oxy)benzimidamide FC1=C(C(N)=N)C=C(C=C1)OC=1C(=C2C=CNC2=CC1F)CCCCO